FC=1C=C(C=C(C1)F)S(=O)(=O)F 3,5-Difluorophenylsulfonyl fluoride